ClC=1C=C2C(OCC=3C=CC=CC3C3=C(C(=CC(NS(C(C1OC)=C2)(=O)=O)=C3)F)F)=O 13-Chloro-20,21-difluoro-14-methoxy-16,16-dioxo-9-oxa-16λ6-thia-17-azatetracyclo[16.3.1.111,15.02,7]tricosa-1(21),2(7),3,5,11,13,15(23),18(22),19-nonaen-10-one